(R)-4-chloro-5-(3-((3-((2-isopropyl-4-methylpyridin-3-yl)amino)pyridin-2-yl)oxy)pyrrolidin-1-yl)pyridazin-3(2H)-one ClC=1C(NN=CC1N1C[C@@H](CC1)OC1=NC=CC=C1NC=1C(=NC=CC1C)C(C)C)=O